6-chloro-N-ethyl-N-(1-methylethyl)-1,3,5-triazine-2,4-diamine ClC1=NC(=NC(=N1)N(C(C)C)CC)N